2-(3-(((1S,2S,3R,5R)-2-fluoro-1,5-dimethyl-9-azabicyclo[3.3.1]nonan-3-yl)(methyl)amino)-1,2,4-triazin-6-yl)-5-(1H-imidazol-1-yl)phenol F[C@@H]1[C@@]2(CCC[C@](C[C@H]1N(C=1N=NC(=CN1)C1=C(C=C(C=C1)N1C=NC=C1)O)C)(N2)C)C